C1CCC2=C(C=3CCCC3C=C12)NC(=O)N=S(=O)(N)C=1SC=C2C1CC(CC2)OC N'-((1,2,3,5,6,7-hexahydro-s-indacen-4-yl)carbamoyl)-6-methoxy-4,5,6,7-tetrahydrobenzo[c]thiophene-1-sulfonimidamide